N1=CC(=C2N1C=CC=N2)C(=O)[N-]Cl pyrazolo[1,5-a]pyrimidine-3-carbonyl-chloroamide